The molecule is an ammonium ion that is the conjugate acid of 1,2-distearoylphosphatidylethanolamine, arising from protonation of the amino group. It is a conjugate acid of a 1,2-distearoylphosphatidylethanolamine. CCCCCCCCCCCCCCCCCC(=O)OCC(COP(=O)(O)OCC[NH3+])OC(=O)CCCCCCCCCCCCCCCCC